ClC=1C=2C(=CNC2C2=C(C1)CN(S(N2)(=O)=O)CCCOC)Cl 6,7-dichloro-3-(3-methoxypropyl)-1,3,4,9-tetrahydro-[1,2,6]thiadiazino[4,3-g]indole 2,2-dioxide